COCC1CO1 2-(methoxymethyl) ethylene oxide